[N+](=O)([O-])C1=CC=C(C=C1)C1=CC=C(O1)C(=O)O 5-(4-nitrophenyl)furan-2-carboxylic acid